(2S)-2-[[2-[(2-aminoacetyl)amino]acetyl]amino]-3-phenylpropanoic acid NCC(=O)NCC(=O)N[C@H](C(=O)O)CC1=CC=CC=C1